3-[3-[4-(aminomethyl)phenyl]-6-(3-pyridyl)imidazo[4,5-b]pyridin-2-yl]pyridin-2-amine NCC1=CC=C(C=C1)N1C(=NC=2C1=NC=C(C2)C=2C=NC=CC2)C=2C(=NC=CC2)N